propyl 4-nitrophenyl carbonate hydrochloride Cl.C(OCCC)(OC1=CC=C(C=C1)[N+](=O)[O-])=O